C(=O)(C=C)N[C@@H](CC1=CC=CC=C1)C(=O)O acryl-phenylalanine